C(C#C)OC1=CC=C(C=C1)C1=CC=C(C=C1)OCC#C 4,4'-di(2-propynyloxy)biphenyl